NC1=C2C(=NC=N1)N(N=C2C2=CC=C(C=C2)OC2=CC=CC=C2)C2CCN(CC2)C(CCCCSC=2C(=C1C(N(C(C1=CC2)=O)C2C(NC(CC2)=O)=O)=O)F)=O 5-((5-(4-(4-amino-3-(4-phenoxyphenyl)-1H-pyrazolo[3,4-d]pyrimidin-1-yl)piperidin-1-yl)-5-oxopentyl)sulfanyl)-2-(2,6-dioxopiperidin-3-yl)-4-fluoroisoindoline-1,3-dione